C1(=CCCC=CCC1)[Ni-2]C1=CCCC=CCC1 Bis(1,5-cyclooctadienyl)nickel(0)